C(COCC(=O)[O-])(=O)[O-].[Mg+2] magnesium diglycolate